6-(4-amino-3-fluorophenyl)-2-(methylthio)pyrido[4,3-d]pyrimidin-5(6H)-one NC1=C(C=C(C=C1)N1C(C2=C(N=C(N=C2)SC)C=C1)=O)F